3-(((7-(2-Aminopyrimidin-4-yl)-2,3-dihydrofuro[3,2-c]pyridin-4-yl)amino)methyl)-N-((1-methylcyclopropyl)methyl)benzamid NC1=NC=CC(=N1)C=1C2=C(C(=NC1)NCC=1C=C(C(=O)NCC3(CC3)C)C=CC1)CCO2